(S)-N-((4-chloropyridin-2-yl)methylene)-2-methylpropan-2-sulfinamide ClC1=CC(=NC=C1)C=N[S@@](=O)C(C)(C)C